C(C)(C)(C)OC(N[C@@H]1C(NC2=C(OC1)C=CC(=C2)OC)=O)=O (S)-7-methoxy-4-oxo-2,3,4,5-tetrahydrobenzo[b][1,4]oxazepin-3-ylcarbamic acid tert-butyl ester